ClC1=C(C=CC=C1C1=NC(=C(C=C1)CNC[C@H]1NC(CC1)=O)OC)C1=C2C=NN(C2=CC=C1)C1=CC(=C(CN[C@H](CO)C(=O)OC)C(=C1)OC)OC methyl (4-(4-(2-chloro-3-(6-methoxy-5-(((((S)-5-oxopyrrolidin-2-yl)methyl)amino)methyl)pyridin-2-yl)phenyl)-1H-indazol-1-yl)-2,6-dimethoxybenzyl)-D-serinate